methylbenzylhydroxylamin CN(O)CC1=CC=CC=C1